3-(3,5-dichlorophenyl)-5-methyl-pyrazol-4-ol ClC=1C=C(C=C(C1)Cl)C1=NNC(=C1O)C